FC1=CC=C(C=C1)N1CCN(CC1)C(=O)C1=CC(=CC(=C1)C)O (4-(4-fluorophenyl)piperazin-1-yl)(3-hydroxy-5-methylphenyl)methanone